C1(CC1)C(CO)NC(OCC1=CC=CC=C1)=O benzyl (1-cyclopropyl-2-hydroxyethyl)carbamate